OC[C@H](C[C@H]1C(NCC1)=O)NC(=O)[C@@H]1[C@H]2C([C@H]2CN1C(CC1CCC(CC1)C)=O)(C)C (1R,2S,5S)-N-((S)-1-hydroxy-3-((S)-2-oxopyrrolidin-3-yl)propan-2-yl)-6,6-dimethyl-3-(2-(4-methylcyclohexyl)acetyl)-3-azabicyclo[3.1.0]hexane-2-carboxamide